BrC1=C2C=CC=C3OC(C(=C32)C=C1)=O 5-Bromo-2H-naphtho[1,8-bc]furan-2-one